Ethyl 2-(2-oxo-5-(phenylamino)-1,2-dihydropyridin-3-yl)benzoate O=C1NC=C(C=C1C1=C(C(=O)OCC)C=CC=C1)NC1=CC=CC=C1